C12CC(CC2C1)C(C(=O)NC1=CC=C(C=C1)C=1C(=[N+](C=CC1Cl)[O-])C)NC(=O)C1=CC=NN1CC 3-(4-(2-(bicyclo[3.1.0]hexan-3-yl)-2-(1-ethyl-1H-pyrazole-5-carboxamido)acetamido)phenyl)-4-chloro-2-methylpyridine 1-oxide